[2-(6-Fluoro-2,4-dimethyl-indol-1-yl)-ethyl]-{6-[4-(5-methylamino-[1,3,4]thiadiazol-2-yl)-phenyl]-pyrimidin-4-yl}-amine FC1=CC(=C2C=C(N(C2=C1)CCNC1=NC=NC(=C1)C1=CC=C(C=C1)C=1SC(=NN1)NC)C)C